O=S1(CCC(C2=CC=C(C=C12)OCCCC(=O)OCC)=O)=O ethyl 4-((1,1-dioxido-4-oxothiochroman-7-yl)oxy)butanoate